Cl.ClCCC(C(=O)O)N 4-chloro-2-aminobutyric acid hydrochloride